COC(=O)C=1SC(=C(C1)C#N)N1C(=C(C=C1C)C=C(C1=NC2=C(C=NC(=C2)OC)N1)C#N)C 4-cyano-5-(3-(2-cyano-2-(6-methoxy-3H-imidazo[4,5-c]pyridin-2-yl)vinyl)-2,5-dimethyl-1H-pyrrol-1-yl)thiophene-2-carboxylic acid methyl ester